ClC=1N=NC2=C(N1)C=CC(=C2)C(F)(F)F 3-chloro-7-(trifluoromethyl)benzo[e][1,2,4]triazine